tert-Butyl-4-((2-((5-(2,3-dihydrobenzo[b][1,4]dioxine-6-carboxamido)-2-fluorophenyl)carbamoyl)thieno[2,3-b]pyridin-6-yl)methyl)piperazine-1-carboxylate C(C)(C)(C)OC(=O)N1CCN(CC1)CC1=CC=C2C(=N1)SC(=C2)C(NC2=C(C=CC(=C2)NC(=O)C2=CC1=C(OCCO1)C=C2)F)=O